[2-(4-chlorophenyl)imidazo[1,2-a]pyrimidin-3-yl]methanone ClC1=CC=C(C=C1)C=1N=C2N(C=CC=N2)C1C=O